C(#N)C=1C=NN2C1C(=NC(=C2)C=2C=NN(C2)C2CCN(CC2)C(=O)OC(C)(C)C)C=2C=NC(=CC2)N2CCN(CC2)C(CC(C)C)=O tert-butyl 4-[4-[3-cyano-4-[6-[4-(3-methylbutanoyl)piperazin-1-yl]-3-pyridyl]pyrazolo[1,5-a]pyrazin-6-yl]pyrazol-1-yl]piperidine-1-carboxylate